6-(1-(3-chloro-5-(trifluoromethyl)pyridin-2-yl)piperidin-4-yl)-2-thia-6-azaspiro[3.4]octane 2,2-dioxide ClC=1C(=NC=C(C1)C(F)(F)F)N1CCC(CC1)N1CC2(CS(C2)(=O)=O)CC1